N1CCC(CC1)CCC1CCN(CC1)C(=O)OCCCC butyl 4-[2-(4-piperidyl)ethyl]piperidine-1-carboxylate